bromo-2'-methoxyacetophenone BrCC(=O)C1=C(C=CC=C1)OC